OC1=CC=C(C=C1)OC(\C=C\C1=CC=C(C=C1)O)=O (2E)-3-(4-hydroxyphenyl)prop-2-enoic acid-4-hydroxyphenyl ester